6-(2,6-difluoro-4-(2-(methyl-d3)-2H-indazol-4-yl)benzyl)-3-(methoxy-d3)-6,7-dihydro-5H-pyrrolo[3,4-b]pyridin-5-one-7,7-d2 FC1=C(CN2C(C3=NC=C(C=C3C2=O)OC([2H])([2H])[2H])([2H])[2H])C(=CC(=C1)C=1C2=CN(N=C2C=CC1)C([2H])([2H])[2H])F